Undecylbenzenesulfonic acid CCCCCCCCCCCC1=CC=C(C=C1)S(=O)(=O)O